C(C)OC(=O)C=1N(C=C(C1F)S(N[C@]1(CN(CC1)C(=O)OC(C)(C)C)CO)(=O)=O)C (R)-4-(N-(1-(tert-butoxycarbonyl)-3-(hydroxymethyl)pyrrolidin-3-yl)sulfamoyl)-3-fluoro-1-methyl-1H-pyrrole-2-carboxylic acid ethyl ester